N1=CC(=CC=C1)CSC1=C(C=C(C=N1)C#N)C#N 6-(3-pyridylmethylsulfanyl)pyridine-3,5-dicarbonitrile